NC=1C(=C(C=C2C=C(N=CC12)NC(O[C@@H]1C(OCC1)C)=O)C1=C(C2=C(OCCN2)N=C1)C)F (3S,4S)-2-Methyltetrahydrofuran-3-yl (8-amino-7-fluoro-6-(8-methyl-2,3-dihydro-1H-pyrido[2,3-b][1,4]oxazin-7-yl)isoquinolin-3-yl)carbamate